4-methyl-3,5-dinitropyrazole CC=1C(=NNC1[N+](=O)[O-])[N+](=O)[O-]